6-fluoro-7-((4-(2-fluoro-6-(methylcarbamoyl)pyridin-3-yl)piperidin-1-yl)methyl)-3-methylpyrazolo[1,5-a]quinoxalin-4(5H)-one FC1=C2NC(C=3N(C2=CC=C1CN1CCC(CC1)C=1C(=NC(=CC1)C(NC)=O)F)N=CC3C)=O